(2-chlorophenyl)-3-(2-fluoro-4-methyl-5-(2-(methylamino)-8,9-dihydroimidazo[1',2':1,6]pyrido[2,3-d]pyrimidin-6-yl)phenyl)urea ClC1=C(C=CC=C1)NC(=O)NC1=C(C=C(C(=C1)C1=CC2=C(N=C(N=C2)NC)N2C1=NCC2)C)F